N-(6-chloro-3-pyridyl)-2,2-dimethyl-propanamide ClC1=CC=C(C=N1)NC(C(C)(C)C)=O